(E)-5-octenal C(CCC\C=C\CC)=O